(RS)-3-Chloro-N-[4-(2-pyrrolidin-2-yl-ethyl)-phenyl]-benzamid ClC=1C=C(C(=O)NC2=CC=C(C=C2)CC[C@H]2NCCC2)C=CC1 |r|